1-(4-aminobutyl)-3-(4-methyl-2-(4-(piperidin-4-ylmethyl)piperazin-1-yl)quinolin-6-yl)thiourea NCCCCNC(=S)NC=1C=C2C(=CC(=NC2=CC1)N1CCN(CC1)CC1CCNCC1)C